FC1=C(C=C(C=C1)NC(C=C)=O)NC1=NC(=NC=C1C1=CC(=C(C=C1)C(F)(F)F)F)NC=1C=NN(C1)C N-(4-fluoro-3-((5-(3-fluoro-4-(trifluoromethyl)phenyl)-2-((1-methyl-1H-pyrazol-4-yl)amino)pyrimidin-4-yl)amino)phenyl)acrylamide